1,2,3-Trimethyl-1,4-dihydropyrimidinium C[NH+]1C(N(CC=C1)C)C